C(CCCCCCCCC)[N+](C)(C)[O-] N-decyl-N,N-dimethylamine oxide